1-(4-(trifluoromethyl)phenyl)-4,5-dihydro-1H-pyrazole FC(C1=CC=C(C=C1)N1N=CCC1)(F)F